BrC1=CC=C(C=C1)C1=C(C(=NO1)C)COC1OCCCC1 5-(4-bromophenyl)-3-methyl-4-(((tetrahydro-2H-pyran-2-yl)oxy)methyl)isoxazole